(13C4)butanoic acid [13C]([13CH2][13CH2][13CH3])(=O)O